((5-chloro-4-(cyclopentylamino)pyrimidin-2-yl)amino)-7-(trifluoromethyl)benzo[c][1,2]oxaborole-1(3H)-ol ClC=1C(=NC(=NC1)NC1C2=C(B(O1)O)C(=CC=C2)C(F)(F)F)NC2CCCC2